N-(4-(((3,5-dicyano-4-ethyl-6-(4-methyl-1,4-diazepan-1-yl)pyridin-2-yl)Thio)methyl)thiazol-2-yl)acetamide C(#N)C=1C(=NC(=C(C1CC)C#N)N1CCN(CCC1)C)SCC=1N=C(SC1)NC(C)=O